2-(4-fluoro-2-methylphenoxy)-N-{3-[(2H3)methylsulfanyl]phenyl}-5-(trifluoromethyl)pyridine-3-carboxamide FC1=CC(=C(OC2=NC=C(C=C2C(=O)NC2=CC(=CC=C2)SC([2H])([2H])[2H])C(F)(F)F)C=C1)C